5-Chloro-2-[8-[[(3R)-1-methyl-3-piperidyl]amino]imidazo[1,2-d][1,2,4]triazin-5-yl]phenol formate salt C(=O)O.ClC=1C=CC(=C(C1)O)C1=NN=C(C=2N1C=CN2)N[C@H]2CN(CCC2)C